((1S,3R)-3-(2-(isoxazol-5-yl)-3-methoxy-4-methylphenoxy)cyclopentyl)carbamic acid tert-butyl ester C(C)(C)(C)OC(N[C@@H]1C[C@@H](CC1)OC1=C(C(=C(C=C1)C)OC)C1=CC=NO1)=O